FC(C(C(=O)NNC(=O)C1=NC=CC=C1)(O[Si](C(C)C)(C(C)C)C(C)C)C)(F)F N'-(3,3,3-trifluoro-2-methyl-2-{[tris(prop-2-yl)silyl]Oxy}propionyl)pyridine-2-carbohydrazide